ClC1=C(C=CC=C1NC(=O)C1=CC=C(C=N1)CN1[C@@H](C[C@H](C1)O)C(=O)OC)C1=C(C(=CC=C1)NC(C1=NC=C(C=C1)C=O)=O)C methyl (2S,4R)-1-((6-((2-chloro-3'-(5-formylpicolinamido)-2'-methyl-[1,1'-biphenyl]-3-yl)carbamoyl)pyridin-3-yl)methyl)-4-hydroxypyrrolidine-2-carboxylate